ClC1=CC=C(S1)S(=O)(=O)N1C2=C(SCC1)C=CN=C2 4-((5-chlorothiophen-2-yl)sulfonyl)-3,4-dihydro-2H-pyrido[4,3-b][1,4]thiazine